BrC1=C(C(=CC2=C1[C@@H]([C@](O2)(C2=CC=CC=C2)CNC(OC(C)(C)C)=O)OC)F)Cl Tert-butyl (((2S,3S)-4-bromo-5-chloro-6-fluoro-3-methoxy-2-phenyl-2,3-dihydrobenzofuran-2-yl)methyl)carbamate